2-methyl-5-((4-methylthiazol-5-yl)methoxy)benzofuran-3-carboxamide CC=1OC2=C(C1C(=O)N)C=C(C=C2)OCC2=C(N=CS2)C